CC1(CCCCC1)[Si] (methylcyclohexyl)silicon